C(#N)C=1C=CC(=C2C=CC=NC12)N1C[C@@H](O[C@@H](C1)C)CN1CCN(CC1)C1=NC(=NC(=C1)C)N1C[C@@H]([C@@H](C1)OC)NC(OC(C)(C)C)=O tert-butyl ((3S,4R)-1-(4-(4-(((2S,6R)-4-(8-cyanoquinolin-5-yl)-6-methylmorpholin-2-yl)methyl)piperazin-1-yl)-6-methylpyrimidin-2-yl)-4-methoxypyrrolidin-3-yl)carbamate